CC1=NNC(=C1C1=CC=C(NC([C@H]([C@@H]2CCC3=CC=C(C=C23)C2=NC(=NC=C2)N2[C@H]3CO[C@@H](C2)C3)NC(=O)C3(CC3)F)=O)C=C1)C N-[(1S)-2-[4-(3,5-dimethyl-1H-pyrazol-4-yl)anilino]-1-[(1R)-6-[2-[(1R,4R)-2-oxa-5-azabicyclo[2.2.1]heptan-5-yl]pyrimidin-4-yl]indan-1-yl]-2-oxo-ethyl]-1-fluoro-cyclopropanecarboxamide